C(=CC1=CC=CC=C1)S(=O)(=O)[O-].[Na+] sodium β-styrenesulfonate